CN(C)CC N,N-dimethylamino-ethane